N-(2-allyl-6-methoxypyridin-3-yl)-5-((2-(but-3-en-1-yl)-4-fluorophenyl)amino)-2-(trifluoromethyl)isonicotinamide C(C=C)C1=NC(=CC=C1NC(C1=CC(=NC=C1NC1=C(C=C(C=C1)F)CCC=C)C(F)(F)F)=O)OC